C(CCCCCCC\C=C/CCCCCCCC)(=O)N oleamide